CC=1N=C(SC1C1=CC=C(C=C1)CN(C1=CC(=NC=2N1N=C(C2C=2C(=CC(=NC2)N(C)C)C)C)C)C)C 5-[7-({[4-(dimethyl-1,3-thiazol-5-yl)phenyl]methyl}(methyl)amino)-2,5-dimethylpyrazolo[1,5-a]pyrimidin-3-yl]-N,N,4-trimethylpyridin-2-amine